1-(2,4-Difluoro-6-methoxy-phenyl)piperazine FC1=C(C(=CC(=C1)F)OC)N1CCNCC1